9-(4-(tert-butyl)pyridin-2-yl)-2-(4-nitro-3-(3-(4,4,5,5-tetramethyl-1,3,2-dioxaborolan-2-yl)pyridin-2-yl)phenoxy)-9H-carbazole C(C)(C)(C)C1=CC(=NC=C1)N1C2=CC=CC=C2C=2C=CC(=CC12)OC1=CC(=C(C=C1)[N+](=O)[O-])C1=NC=CC=C1B1OC(C(O1)(C)C)(C)C